6-amino-2-((1R,3R)-1-amino-3-methyl-8-azaspiro[4.5]decan-8-yl)-3-methyl-5-((3-(trifluoromethyl)pyridine-4-yl)thio)pyrimidin-4(3H)-one NC1=C(C(N(C(=N1)N1CCC2(C[C@H](C[C@H]2N)C)CC1)C)=O)SC1=C(C=NC=C1)C(F)(F)F